tert-butyl 2-[7-[4-fluoro-2-(2-methoxyethoxy) phenyl]-4-hydroxy-thieno[3,2-c]pyridin-6-yl]-6,8-dihydro-5H-[1,2,4]triazolo[1,5-a]pyrazine-7-carboxylate FC1=CC(=C(C=C1)C=1C2=C(C(=NC1C1=NN3C(CN(CC3)C(=O)OC(C)(C)C)=N1)O)C=CS2)OCCOC